trifluoromethyl-nicotinaldehyde FC(F)(F)C1=C(C=O)C=CC=N1